N-cyclohexyl-2-oxo-1,2-dihydrobenzo[cd]indole-6-sulfonamide C1(CCCCC1)NS(=O)(=O)C=1C=2C3=C(C(NC3=CC1)=O)C=CC2